methyl (2S)-6-{[(benzyloxy)carbonyl]amino}-2-[(2-thienylcarbonyl)(2-thienylmethyl)amino]hexanoate C(C1=CC=CC=C1)OC(=O)NCCCC[C@@H](C(=O)OC)N(CC=1SC=CC1)C(=O)C=1SC=CC1